CN(C1=C2C=CC=C(C2=CC=C1)S(=O)(=O)F)C 5-(Dimethylamino)naphthalene-1-sulfonyl fluoride